5-tert-butyl-6-methoxy-2-methylindenide C(C)(C)(C)C=1C=C2C=C([CH-]C2=CC1OC)C